2-{3-[(2R,6S)-2,6-Dimethylmorpholin-4-carbonyl]-5,6-dihydrocyclopenta[c]pyrazol-1(4H)-yl}-1-[4-(2-methoxyphenyl)piperidin-1-yl]ethan-1-on C[C@@H]1CN(C[C@@H](O1)C)C(=O)C=1C2=C(N(N1)CC(=O)N1CCC(CC1)C1=C(C=CC=C1)OC)CCC2